N-[(2S)-1-({(1S)-1-cyano-2-[(3S)-2-oxopiperidin-3-yl]ethyl}amino)-4-methyl-1-oxopentan-2-yl]-4-(trifluoromethoxy)-1H-indole-2-carboxamide C(#N)[C@H](C[C@H]1C(NCCC1)=O)NC([C@H](CC(C)C)NC(=O)C=1NC2=CC=CC(=C2C1)OC(F)(F)F)=O